2-(4-chlorophenyl)-6-hydroxy-2H-pyran-3(6H)-one ClC1=CC=C(C=C1)C1OC(C=CC1=O)O